FC=1C=C(C=CC1)C=1C=CC2=C(N(N=C2C1)C)C=1C=C(C=CC1)NC(C=C)=O N-(3-(6-(3-fluorophenyl)-2-methyl-2H-indazol-3-yl)phenyl)acrylamide